fluoromethoxy-vinyl ether FCOC=COC=COCF